C(C1=CC=CC=C1)N(C1=CC=C2C(=N1)N(C(=N2)C2=CC=C(C=C2)F)C2=CC=NC=C2)CC2=CC=CC=C2 N,N-dibenzyl-2-(4-fluorophenyl)-3-(4-pyridyl)imidazo[4,5-b]pyridin-5-amine